N-cyclopropyl-2-(difluoromethoxy)-4-[7-[2-[(3S)-3-fluoropyrrolidin-1-yl]ethoxy]imidazo[1,2-a]pyridin-3-yl]-6-methoxy-benzamide C1(CC1)NC(C1=C(C=C(C=C1OC)C1=CN=C2N1C=CC(=C2)OCCN2C[C@H](CC2)F)OC(F)F)=O